CS(=O)(=O)C1=CC=CC=C1 (methanesulfonyl)benzene